(S)-5-bromo-N,6-dimethyl-2,3-dihydrobenzofuran-3-amine BrC=1C(=CC2=C([C@@H](CO2)NC)C1)C